CSCC[C@@H](C(=O)N[C@@H](CCSC)C(=O)O)NC(=O)[C@H](CCSC)NC(=O)[C@H](CS)N The molecule is a tetrapeptide composed of one L-cysteine and three L-methionine units joined by peptide linkages. It has a role as a metabolite. It derives from a L-cysteine and a L-methionine.